O=C1N(C(C2=CC=CC=C12)=O)OC(COC1=C(C=C(C=C1)Cl)Cl)=O 2-(2,4-dichlorophenoxy)acetic acid 1,3-dioxoisoindolin-2-yl ester